[P@@](=O)(OCCCl)(OCOC(CN(C)C)COC1=C(C=CC=C1)CCC1=CC(=CC=C1)OC)F 2-chloroethyl (((1-(dimethylamino)-3-(2-(3-methoxyphenethyl) phenoxy) propan-2-yl) oxy) methyl) (R)-fluorophosphate